C(C1=CC=CC=C1)C1N=C(OC2(CCCC2)C1)C=1C=NC2=C(C(=CC=C2C1)F)C#N 3-(9-benzyl-6-oxa-8-azaspiro[4.5]dec-7-en-7-yl)-7-fluoro-quinoline-8-carbonitrile